CN(/C=C(/C(=O)C1=CC=C(C2=CC=CC=C12)OC)\C1=C(C=CC=C1)F)C (E)-3-(dimethylamino)-1-(4-methoxynaphthalene-1-yl)-2-(2-fluorophenyl)prop-2-ene-1-one